2-((3-chloro-2-methylphenyl)amino)-N-(4-(piperazin-1-yl)phenyl)benzamide ClC=1C(=C(C=CC1)NC1=C(C(=O)NC2=CC=C(C=C2)N2CCNCC2)C=CC=C1)C